2,6-bis(trichloromethyl)benzenesulfonic acid ClC(C1=C(C(=CC=C1)C(Cl)(Cl)Cl)S(=O)(=O)O)(Cl)Cl